[(1E)-2,2,2-trifluoroethylidene]propane-2-sulfinamide FC(\C=C\C(C)S(=O)N)(F)F